(Z)-5-(4-hydroxybenzylidene)thiazolidine-2,4-dione OC1=CC=C(\C=C/2\C(NC(S2)=O)=O)C=C1